CSC=1N(C(=C(N1)C1=C(C=CC=C1)NC(=O)NC1=CC=CC=C1)C1=CC(=NC=C1)NC(C)=O)COCC[Si](C)(C)C N-(4-(2-(methylthio)-4-(2-(3-phenylureido)phenyl)-1-((2-(trimethylsilyl)ethoxy)methyl)-1H-imidazol-5-yl)pyridin-2-yl)acetamide